C(C1=CC=CC=C1)OCC1=NN(C(=C1)C1=NN=CN1CC1=CC=C(C=C1)OC)CC 3-{3-[(benzyloxy)methyl]-1-ethyl-1H-pyrazol-5-yl}-4-[(4-methoxyphenyl)methyl]-4H-1,2,4-triazole